FC(C=1N=C(OC1C(=O)N1[C@@H](C2=C(CC1)NC=N2)C2=NN1C(C(=CC=C1)C)=C2)C(C)(C)F)F (S)-(4-(difluoromethyl)-2-(2-fluoropropan-2-yl)oxazol-5-yl)(4-(4-methylpyrazolo[1,5-a]pyridin-2-yl)-6,7-dihydro-1H-imidazo[4,5-c]pyridin-5(4H)-yl)methanone